C1(CCC1)C1=C(N=C2N1C(=CC(=C2)C=O)OC)C2=CC=1C(=NC(=CC1)CC)N2CC2CC2 [3-cyclobutyl-2-[1-(cyclopropylmethyl)-6-ethylpyrrolo[2,3-b]pyridin-2-yl]-5-methoxyimidazo[1,2-a]pyridin-7-yl]methanone